5-Fluoro-4-(2-Fluoro-4-iodoanilino)-1-[[3-Fluoro-2-(propylsulfamoylamino)Pyridine-4-yl]Methyl]-6-oxopyridine-3-carboxamide FC1=C(C(=CN(C1=O)CC1=C(C(=NC=C1)NS(NCCC)(=O)=O)F)C(=O)N)NC1=C(C=C(C=C1)I)F